(1S,3aS,6aR)-N-((R)-4-hydroxy-3-oxo-1-((S)-2-oxopyrrolidin-3-yl)butan-2-yl)-2-((S)-5-oxo-2-phenylpyrrolidine-2-carbonyl)octahydrocyclopenta[c]pyrrole-1-carboxamide OCC([C@@H](C[C@H]1C(NCC1)=O)NC(=O)[C@H]1N(C[C@@H]2[C@H]1CCC2)C(=O)[C@@]2(NC(CC2)=O)C2=CC=CC=C2)=O